ClC=1C=C(C=NC=2C=C(C(=O)O)C=CC2)C=C(C1)OC(C1=CN=CC=C1)=O 3-(3-chloro-5-(nicotinoyloxy)benzylidene-amino)benzoic acid